Anti-indoleamine N1C(=CC2=CC=CC=C12)N